3-(3-bromo-4-iodophenyl)dibenzo[b,d]thiophene BrC=1C=C(C=CC1I)C=1C=CC2=C(SC3=C2C=CC=C3)C1